COC=1C=C(C=CC1OC)C=1NC2=CC=C(C=C2C1C(C)C)OCC(=O)NC1CCN(CC1)C(C)C 2-((2-(3,4-dimethoxyphenyl)-3-isopropyl-1H-indol-5-yl)oxy)-N-(1-isopropylpiperidin-4-yl)acetamide